1-(3-(2-(4-chloro-2-methoxyphenoxy)ethoxy)phenyl)-2-methyl-1H-imidazole ClC1=CC(=C(OCCOC=2C=C(C=CC2)N2C(=NC=C2)C)C=C1)OC